C(C)(C)(C)OC(=O)N1CC(C(=C(C1=O)S(NC1=CC=CC=C1)(=O)=O)O)C 4-hydroxy-3-methyl-6-oxo-5-(phenylsulfamoyl)-3,6-dihydropyridine-1(2H)-carboxylic acid tert-butyl ester